4,5-bis-diphenylphosphino-9,9-dimethylxanthene palladium dichloride [Pd](Cl)Cl.C1(=CC=CC=C1)P(C1=CC=CC=2C(C3=CC=CC(=C3OC12)P(C1=CC=CC=C1)C1=CC=CC=C1)(C)C)C1=CC=CC=C1